tert-butyl 4-((2'-oxospiro[cyclohexane-1,3'-indolin]-4'-yl)methylene)piperidine-1-carboxylate O=C1NC2=CC=CC(=C2C12CCCCC2)C=C2CCN(CC2)C(=O)OC(C)(C)C